O=C1C(=CC=2C(=NC=CN2)N1CC1=NC=CN=C1C(F)(F)F)C1CCN(CC1)C(=O)OC(C)(C)C tert-butyl 4-(6-oxo-5-((3-(trifluoromethyl)pyrazin-2-yl)methyl)-5,6-dihydropyrido[2,3-b]pyrazin-7-yl)piperidine-1-carboxylate